(acetoxy)(diethoxyacetoxy)zirconium C(C)(=O)O[Zr]OC(C(OCC)OCC)=O